(5S,6S)-6-({[1,1'-Biphenyl]-3-yl}methyl)-2-oxo-3-oxa-1,7-diazaspiro[4.5]decane-7-carboxylic acid methyl ester COC(=O)N1[C@H]([C@]2(COC(N2)=O)CCC1)CC=1C=C(C=CC1)C1=CC=CC=C1